C1(CC1)CN1C(C2=CC(=CC=C2C1)C1=NC(=CC=C1C=1C=NN(C1)CC1(CCCC1)F)C)=O 2-(cyclopropylmethyl)-6-(3-(1-((1-fluorocyclopentyl)methyl)-1H-pyrazol-4-yl)-6-methylpyridin-2-yl)isoindolin-1-one